ClC=1C(N(N=CC1NC[C@H]1COCCS1(=O)=O)C1CCN(CC1)S(=O)(=O)C1=NC=C(C=C1)OC(F)F)=O 4-chloro-2-[1-[[5-(difluoromethoxy)-2-pyridyl]sulfonyl]-4-piperidyl]-5-[[(3S)-4,4-dioxo-1,4-oxathian-3-yl]methylamino]pyridazin-3-one